(8-amino-3,4-dihydroisoquinolin-2(1H)-yl)(2-(benzyloxy)-4,6-dihydroxyphenyl)methanone NC=1C=CC=C2CCN(CC12)C(=O)C1=C(C=C(C=C1O)O)OCC1=CC=CC=C1